C(CCC(=O)O)CC=O The molecule is a medium-chain fatty acid comprising hexanoic acid carrying an oxo group at position 6. It is a 6-oxo monocarboxylic acid, a medium-chain fatty acid, a straight-chain fatty acid, an aldehydic acid and an omega-oxo fatty acid. It derives from a hexanoic acid. It is a conjugate acid of a 6-oxohexanoate.